3-fluoro-4-((4-methylpyrimidin-2-yl)phenyl)-5H-pyrrolo[3,2-d]pyrimidin FN1CN=C2C(=C1C1=C(C=CC=C1)C1=NC=CC(=N1)C)NC=C2